Iodine [11C]methane [11CH4].[I]